C1(=CC=CC=C1)C(CCNC[C@](CCOC1=CC=C(C=C1)OC)(O)C)C1=CC=CC=C1 (S)-1-((3,3-diphenylpropyl)amino)-4-(4-methoxyphenoxy)-2-methylbutan-2-ol